ClC1=CC2=C(C=C3N2C(=NN(C3=O)CC(=O)NC3CCOCC3)C(C)C)S1 2-(2-Chloro-5-isopropyl-8-oxothieno[2',3':4,5]pyrrolo[1,2-d][1,2,4]triazin-7(8H)-yl)-N-(tetrahydro-2H-pyran-4-yl)acetamide